4-[4-Cyano-6-(4-fluoro-2-methyl-phenyl)-3-hydroxy-pyridin-2-yl]-4-oxo-butyric acid C(#N)C1=C(C(=NC(=C1)C1=C(C=C(C=C1)F)C)C(CCC(=O)O)=O)O